pentadecanoic acid hexadecan-1-yl ester C(CCCCCCCCCCCCCCC)OC(CCCCCCCCCCCCCC)=O